Maleic acid Ammonium hydroxide [OH-].[NH4+].C(\C=C/C(=O)O)(=O)O